4-methylphenylethynyl-trimethylsilane CC1=CC=C(C=C1)C#C[Si](C)(C)C